COC(C(C1=CC=CC=C1)(OC)OC)(N)OC tetramethoxyphenylethylamine